COC1=C(C=CC=C1)S(=O)(=O)NC=1C=C2CN(C(NC2=CC1)=O)C 2-methoxy-N-(3-methyl-2-oxo-1,4-dihydroquinazolin-6-yl)benzenesulfonamide